C1CC2=C3C(=C1)C=CC4=CC=CC(=C43)C=C2 dihydropyrene